1-(3-bromo-1-methyl-1H-pyrazol-5-yl)cyclobutane-1-carbonitrile BrC1=NN(C(=C1)C1(CCC1)C#N)C